N1=C(C=CC=C1)CCSCCCSCCC1=NC=CC=C1 1,9-bis(2-pyridinyl)-3,7-dithianonane